5-(3-dimethylaminopropyl)-5-hydroxybenzocycloheptatriene CN(CCCC1(C=C=C=CC2=C1C=CC=C2)O)C